ClC1=C(C(=C(C=C1)O)C1=CC=C2C(=N1)N=C(O2)N[C@H]2CN(CCC2)CC)OC(F)(F)F Chloro-2-[2-[[(3R)-1-ethyl-3-piperidyl]amino]oxazolo[4,5-b]pyridin-5-yl]-3-(trifluoromethoxy)phenol